CC1=CC=CC(=N1)C=1N(C=C(N1)CCOC(C1=CC=CC=C1)(C1=CC=CC=C1)C1=CC=CC=C1)C=1C=CC=2N(C1)C(=CN2)C#N 6-(2-(6-Methylpyridin-2-yl)-4-(2-(triphenylmethoxy)ethyl)-1H-imidazol-1-yl)imidazo[1,2-a]pyridine-3-carbonitrile